quinopyrazole N1N=CC2=C1C=C1C=CC=CC1=N2